N=1C=C(N2C1C=CC=C2)C(=O)N2CC1=C(CC2)C(=CS1)C(=O)NC1=CC(=CC(=C1)C(F)(F)F)CN1CCCC1 6-(imidazo[1,2-a]pyridine-3-carbonyl)-N-(3-(pyrrolidin-1-ylmethyl)-5-(trifluoromethyl)phenyl)-4,5,6,7-tetrahydrothieno[2,3-c]pyridine-3-carboxamide